O1C=2C(OCC1COCCC(S(=O)(=O)[O-])C)=CSC2.[Na+] sodium 3-[(2,3-dihydrothieno[3,4-b][1,4]dioxin-2-yl) methoxy]-1-methyl-1-propanesulfonate